2-(7-methoxy-3-(6-(((2S,4S)-2-methylpiperidin-4-yl)amino)pyridin-2-yl)imidazo[1,2-a]pyridin-6-yl)propan-2-ol COC1=CC=2N(C=C1C(C)(C)O)C(=CN2)C2=NC(=CC=C2)N[C@@H]2C[C@@H](NCC2)C